palladium (II) bis-chloride [Pd](Cl)Cl